9-(3-bromophenyl)-9H-carbazole-1,2,3,4,5,6,7,8-d8 BrC=1C=C(C=CC1)N1C2=C(C(=C(C(=C2C=2C(=C(C(=C(C12)[2H])[2H])[2H])[2H])[2H])[2H])[2H])[2H]